(5-(2-fluoro-6-methoxyphenyl)-1H-pyrazolo[3,4-c]pyridin-3-yl)-N-methyl-1H-imidazole-4-carboxamide FC1=C(C(=CC=C1)OC)C=1C=C2C(=CN1)NN=C2N2C=NC(=C2)C(=O)NC